5-oxa-8-azaspiro[2.6]nonane C1CC12COCCNC2